bis(iso-propylcyclopentadienyl)zirconium Dichloride [Cl-].[Cl-].C(C)(C)C1(C=CC=C1)[Zr+2]C1(C=CC=C1)C(C)C